7-(1-(methylsulfonyl)ethyl)-2-(1H-pyrrolo[2,3-b]pyridin-4-yl)thieno[3,2-d]pyrimidine-6-carboxamide CS(=O)(=O)C(C)C1=C(SC2=C1N=C(N=C2)C2=C1C(=NC=C2)NC=C1)C(=O)N